C[Si](O[Si](C)(C)CCCN)(C)CCCN 3,3'-(1,1,3,3-tetramethyldisiloxane-1,3-diyl)bis(propan-1-amine)